CC=1OC2=C(C1C(=O)OCC)C=C(C=C2)OCC=2OC(=CC2)C(F)(F)F ethyl 2-methyl-5-((5-(trifluoromethyl)furan-2-yl)methoxy)benzofuran-3-carboxylate